BrC1CCC(C1=O)(C)C 5-bromo-2,2-dimethylcyclopentan-1-one